O[C@H]1CN(CC1)C1=CC=C(C=N1)C=1SC=2C=NCCC2N1 (R)-2-(6-(3-hydroxypyrrolidin-1-yl)pyridin-3-yl)-6,7-dihydrothiazolo[5,4-c]pyridin